2-((2-(2,6-Dioxopiperidin-3-yl)-1,3-dioxoisoindolin-5-yl)oxy)acetic acid O=C1NC(CCC1N1C(C2=CC=C(C=C2C1=O)OCC(=O)O)=O)=O